thiophene-2-amine TFA salt OC(=O)C(F)(F)F.S1C(=CC=C1)N